6-methoxy-1-methyl-2,3-dioxo-2,3-dihydropyrido[2,3-b]pyrazine COC=1C=CC2=C(NC(C(N2C)=O)=O)N1